BrC=1C=CC2=C(C=CC=3C=C4C=CC=CC4=CC23)C1 3-bromobenzanthracene